4-(6-(4-acetylpiperazin-1-yl)pyridin-3-yl)-6-(4-(4-(2-(4-(4-((2,6-dioxopiperidin-3-yl)amino)phenyl)piperidin-1-yl)acetyl)piperazin-1-yl)phenyl)pyrazolo[1,5-a]pyrazine-3-carbonitrile C(C)(=O)N1CCN(CC1)C1=CC=C(C=N1)C=1C=2N(C=C(N1)C1=CC=C(C=C1)N1CCN(CC1)C(CN1CCC(CC1)C1=CC=C(C=C1)NC1C(NC(CC1)=O)=O)=O)N=CC2C#N